C[C@H]1N(CCC1)CC1=CC(=NC=C1)NC=1SC2=NC(=CC=C2N1)C1=CC=NC=C1 (R)-N-(4-((2-methylpyrrolidin-1-yl)methyl)pyridin-2-yl)-5-(pyridin-4-yl)thiazolo[5,4-b]pyridin-2-amine